4-amino-N-cyclopropyl-7-fluoro-N-(4-(trifluoromethoxy)benzyl)imidazo[1,5-a]quinoxaline-8-formamide NC=1C=2N(C3=CC(=C(C=C3N1)F)C(=O)N(CC1=CC=C(C=C1)OC(F)(F)F)C1CC1)C=NC2